C(C)OC1=C(C=CC=C1)F ethoxyphenyl Fluoride